O.O.C(\C=C\C(=O)O)(=O)O fumarat dihydrate